di(2-ethylhexyl)amide C(C)C(C[N-]CC(CCCC)CC)CCCC